3-(6-(3,5-dimethylisoxazol-4-yl)-1-(1-phenylethyl)-1H-pyrrolo[3,2-b]pyridin-3-yl)-2-methoxybenzoic acid CC1=NOC(=C1C=1C=C2C(=NC1)C(=CN2C(C)C2=CC=CC=C2)C=2C(=C(C(=O)O)C=CC2)OC)C